C1(CC1)C1=NC(=CC(=C1)C1=C(C=C(C#N)C=C1)C1=NN=CN1C)N1C(C2=CC(=C(C(=C2C1)F)F)C=O)=O 4-[2-cyclopropyl-6-(4,5-difluoro-6-formyl-1-oxo-3H-isoindol-2-yl)pyridin-4-yl]-3-(4-methyl-1,2,4-triazol-3-yl)benzonitrile